3-hydroxy-6-methyl-6-hepten OC(CC)CCC(=C)C